OC=1C=C2CCC(N(C2=CC1)C(=O)OC(C)(C)C)C Tert-butyl 6-hydroxy-2-methyl-3,4-dihydro-2H-quinoline-1-carboxylate